C(NC(C1=CN=CC=C1NC1=NC=CC=2C=3C(CN(C12)C)=NN(N3)C([2H])([2H])[2H])=O)([2H])([2H])[2H] N-(methyl-d3)-4-((5-methyl-2-(methyl-d3)-4,5-dihydro-2H-[1,2,3]triazolo[4,5-c][1,7]naphthyridin-6-yl)amino)nicotinamide